C(CCCCCCC)C(CCCCCCCC)OC(CCCCCCCOC(=O)[C@H]1NCC(C1)OCCCN(C)C)=O [8-(1-octylnonoxy)-8-oxo-octyl](2S)-4-[3-(dimethylamino)propoxy]pyrrolidine-2-carboxylate